4-[6-[(3,3-difluoro-1-methyl-cyclobutyl)amino]-5-nitro-2-pyridinyl]-N,N-dimethylbenzamide FC1(CC(C1)(C)NC1=C(C=CC(=N1)C1=CC=C(C(=O)N(C)C)C=C1)[N+](=O)[O-])F